ClC1=C(N(C(C2=C(C=CC=C12)C1=NC(=CN=C1)N1CCOCC1)=O)C1=CC=CC=C1)[C@H](C)NC=1C2=C(N=CN1)NC=CC2=O (S)-4-((1-(4-chloro-8-(6-morpholinopyrazin-2-yl)-1-oxo-2-phenyl-1,2-dihydroisoquinolin-3-yl)ethyl)amino)pyrido[2,3-d]pyrimidin-5(8H)-one